tert-butyl 4-[5-methoxy-4-[3-methyl-4-(1-methylbenzotriazol-5-yl)oxy-anilino]pyrido[3,4-d]pyrimidin-6-yl]piperazine-1-carboxylate COC1=C(N=CC=2N=CN=C(C21)NC2=CC(=C(C=C2)OC2=CC1=C(N(N=N1)C)C=C2)C)N2CCN(CC2)C(=O)OC(C)(C)C